ClC1=CC(=C(OC2=CN=CC(=N2)CC2=C(C(=NC=C2)NS(NC)(=O)=O)F)C=C1)F 4-[[6-(4-chloro-2-fluoro-phenoxy)pyrazin-2-yl]methyl]-3-fluoro-N-(methylsulfamoyl)pyridin-2-amine